C[Si](OCC(C)C)(C(C)CC)C di(methyl)sec-butyl-(iso-butoxy)silane